C(CCC)NC=1C=CC(=C(C(=O)O)C1)C 5-(butylamino)-2-methylbenzoic acid